ClC=1C(=CC2=C(OC(O2)(F)F)C1)C=1N=CC(=NC1)NC(C1=C(C=CC=C1C)F)=O N-(5-(6-chloro-2,2-difluorobenzo[d][1,3]dioxolan-5-yl)pyrazin-2-yl)-2-fluoro-6-methylbenzamide